3-(1-((1,4-dioxan-2-yl)methoxy)ethyl)-6-chloropicolinonitrile O1C(COCC1)COC(C)C=1C(=NC(=CC1)Cl)C#N